N-β-hydroxyethylaniline OCCNC1=CC=CC=C1